nickel copper phosphorus dioxide [P](=O)=O.[Cu].[Ni]